(3R)-1-methyl-1-azabicyclo[2.2.2]octan-1-ium C[N+]12CCC(CC1)CC2